C([O-])([O-])=O.[Y+3].C([O-])([O-])=O.C([O-])([O-])=O.[Y+3] yttrium(III) carbonate